2-[2-chloro-5-[3-chloro-5-(trifluoromethyl)-2-pyridinyl]-4-fluorophenoxy]-2-methoxyacetic acid methyl ester COC(C(OC)OC1=C(C=C(C(=C1)C1=NC=C(C=C1Cl)C(F)(F)F)F)Cl)=O